FC(C(=C)C=1N=CN(C1)CC1CC2(CN(C2)C(=O)OC(C)(C)C)C1)(F)F tert-butyl 6-[[4-[1-(trifluoromethyl) vinyl] imidazol-1-yl] methyl]-2-azaspiro[3.3]heptane-2-carboxylate